2-(benzyl-(2-hydroxyethyl)amino)-1-(1H-indazol-3-yl)ethan-1-one C(C1=CC=CC=C1)N(CC(=O)C1=NNC2=CC=CC=C12)CCO